OC1=CC(=C(C=2OC3=C(C=CC=C3C(C12)=O)O)CCC(=C)C)O 1,3,5-Trihydroxy-4-isopentenyl-xanthone